3-(5-Ethyl-1,3-thiazol-2-yl)-N-[(1R)-1-(2-methylpyrimidin-5-yl)ethyl]-5-(tetrahydro-2H-pyran-4-ylmethoxy)benzamide C(C)C1=CN=C(S1)C=1C=C(C(=O)N[C@H](C)C=2C=NC(=NC2)C)C=C(C1)OCC1CCOCC1